C(C)(C)[C@H]1N(CC[C@@H](C1)N1CC2(CS(C2)(=O)=O)CC1)C=1C=NC(=CC1)C(F)(F)F 6-((2S,4S)-2-isopropyl-1-(6-(trifluoromethyl)pyridin-3-yl)piperidin-4-yl)-2-thia-6-azaspiro[3.4]octane 2,2-dioxide